C(C)OC(C1=C(C=C(C=C1)[C@H](C)N)F)=O (S)-ethyl-2-fluoro-4-((1-amino) ethyl)-benzoate